NC=1C=C(C=C(C1)C(F)(F)F)[C@@H](C)NN1NC=C(C2=C1C=C(N=C2)C=2C=C(CN1CCN(CC1)C1=CC=C(C=C1)C1C(NC(CC1)=O)=O)C=CC2)C 3-(4-(4-(3-(1-(((R)-1-(3-amino-5-(trifluoromethyl)phenyl)ethyl)amino)-4-methyl-pyrido[3,4]pyridazin-7-yl)benzyl)piperazin-1-yl)phenyl)piperidine-2,6-dione